2-((4-((R)-4-chloro-2-(4-chloro-2-fluorophenyl)-2H-chromen-8-yl)piperidin-1-yl)methyl)-1-(((S)-oxetan-2-yl)methyl)-1H-benzo[d]imidazole-6-carboxylic acid ClC1=C[C@@H](OC2=C(C=CC=C12)C1CCN(CC1)CC1=NC2=C(N1C[C@H]1OCC1)C=C(C=C2)C(=O)O)C2=C(C=C(C=C2)Cl)F